FC1=C(C=C2C=CC(N(C2=C1)C1=C(C=C(C(=C1)F)C1CC(C1)C(F)(F)F)OC)=O)S(=O)(=O)NC1=NOC=C1 (P)-7-fluoro-1-(5-fluoro-2-methoxy-4-((1R,3R)-3-(trifluoromethyl)cyclobutyl)phenyl)-N-(isoxazol-3-yl)-2-oxo-1,2-dihydroquinoline-6-sulfonamide